(E)-3-bromo-5-((1-hydroxy-2-methylpropyl-imino)meth-yl)phenyl 4-methylbenzoate CC1=CC=C(C(=O)OC2=CC(=CC(=C2)/C=N/C(C(C)C)O)Br)C=C1